C(CCCCCCC)S(=O)(=O)OC1C=CC(S1)=C(C#N)C1=C(C=CC=C1)C (5-n-octanesulfonyloxy-5H-thiophen-2-ylidene)(2-methylphenyl)acetonitrile